N1N=C(C=C1)CC=1SC2=C(N(C=3C(N(N=CC32)CC3=NC(=CC=C3F)N)=O)C)N1 2-((1H-pyrazol-3-yl)methyl)-6-((6-amino-3-fluoropyridin-2-yl)methyl)-4-methyl-4H-thiazolo[5',4':4,5]pyrrolo[2,3-d]pyridazin-5(6H)-one